O=C1NC(CCC1NC1=CC(=C(C=C1)C1CCN(CC1)CCC1(CCN(CC1)C(=O)OCCCC)O)F)=O butyl 4-(2-(4-(4-((2,6-dioxopiperidin-3-yl)amino)-2-fluorophenyl)piperidin-1-yl)ethyl)-4-hydroxypiperidine-1-carboxylate